(S)-6-bromo-4-(cyclopropylethynyl)-7-((6-oxopyrimidin-1(6H)-yl)methyl)-4-(trifluoromethyl)-3,4-dihydroquinazolin-2(1H)-one BrC=1C=C2[C@](NC(NC2=CC1CN1C=NC=CC1=O)=O)(C(F)(F)F)C#CC1CC1